ent-pimara-9(11),15-diene C[C@@]12CCCC([C@H]1CC[C@@H]3C2=CC[C@](C3)(C)C=C)(C)C